1,2-diphenylacetylene carbon [C].C1(=CC=CC=C1)C#CC1=CC=CC=C1